1-(2-(piperidin-4-yl)benzo[d]oxazol-6-yl)dihydro-pyrimidine-2,4(1H,3H)-dione formate C(=O)O.N1CCC(CC1)C=1OC2=C(N1)C=CC(=C2)N2C(NC(CC2)=O)=O